ClC1=C(C=CC=C1)C=1NC(=C(N1)C1=C(C=CC=C1)OC)C1=C(C=CC=C1)OC (o-chlorophenyl)-4,5-di(methoxyphenyl)imidazole